N12CC(C(CC1)CC2)N(C(O)=O)[C@H]2C(CC1=CC(=C(C=C21)OC)C2=C(C=CC(=C2)Cl)OC)(C)C.CC2=CC(=CC(=C2)C#CC2=CC=C(C=C2)CCCCC)C 2,6-dimethyl-4-((4-n-pentylphenyl)ethynyl)benzene (S)-quinuclidin-3-yl-(5-(5-chloro-2-methoxyphenyl)-6-methoxy-2,2-dimethyl-2,3-dihydro-1H-inden-1-yl)carbamate